ClC=1C=CC(=C(C#N)C1)S(=O)(=O)N1C[C@@]([C@H](C1)OC1=CC=C(C=C1)Cl)(CO)O 5-chloro-2-(((3s,4s)-4-(4-chlorophenoxy)-3-hydroxy-3-(hydroxymethyl)pyrrolidin-1-yl)sulfonyl)benzonitrile